Cl.N[C@H]1C[C@H](CCC1)C(=O)O (1S,3R)-3-aminocyclohexane-1-carboxylic acid hydrochloride